[Si](C)(C)(C(C)(C)C)ON1CCCC1 (tert-butyldimethylsilyloxy)pyrrolidine